(R)-4-((3S,5S,8R,9S,10S,13R,14S,17R)-3-hydroxy-10,13-dimethylhexadecahydro-1H-cyclopenta[a]phenanthren-17-yl)-1-(4-(1-methyl-1H-pyrazole-4-carbonyl)piperazin-1-yl)pentan-1-one O[C@H]1CC[C@@]2([C@H]3CC[C@@]4([C@H](CC[C@H]4[C@@H]3CC[C@H]2C1)[C@@H](CCC(=O)N1CCN(CC1)C(=O)C=1C=NN(C1)C)C)C)C